NC1=NC2=C(C=3N1N=C(N3)C=3OC=CC3)SC(N2CCN2CCN(CC2)C2=C(C=C(C=C2)S(=O)(=O)N2CCNCC2)F)=O 5-amino-3-(2-(4-(2-fluoro-4-(piperazin-1-ylsulfonyl)phenyl)piperazin-1-yl)ethyl)-8-(furan-2-yl)thiazolo[5,4-e][1,2,4]triazolo[1,5-c]pyrimidin-2(3H)-one